OC(=O)C(F)(F)F.C(#N)C=1C=C(C=CC1)C1=NN=C(O1)C(=O)N[C@H]1CN[C@@H](C1)CF 5-(3-cyanophenyl)-N-((3r,5s)-5-(fluoromethyl)pyrrolidin-3-yl)-1,3,4-oxadiazole-2-carboxamide TFA salt